2,5-dichloro-N-(4-methoxyphenyl)pyrimidin-4-amine ClC1=NC=C(C(=N1)NC1=CC=C(C=C1)OC)Cl